2,2,2-trichloroethyl (E)-(3-(6-methyl-4,8-dioxo-1,3,6,2-dioxazaborocan-2-yl)oct-4-en-3-yl)sulfamate CN1CC(OB(OC(C1)=O)C(CC)(\C=C\CCC)NS(OCC(Cl)(Cl)Cl)(=O)=O)=O